C(C)(C)(C)OC(=O)N1CCC(CC1)OC1=CC(=C(C=C1)Cl)N 4-(3-amino-4-chloro-phenoxy)piperidine-1-carboxylic acid tert-butyl ester